2,4,6-tris(4-methylphenyl)-1,3,5-triazine CC1=CC=C(C=C1)C1=NC(=NC(=N1)C1=CC=C(C=C1)C)C1=CC=C(C=C1)C